O=C([C@H](C)NC(=O)[C@@H]1N(C[C@H](C1)C1=CC=CC=C1)C(=O)OC(C)(C)C)NCC=1C=C2C(=NC1)SC=C2 tert-butyl (2R,4R)-2-(((S)-1-oxo-1-((thieno[2,3-b]pyridin-5-ylmethyl)amino)propan-2-yl)carbamoyl)-4-phenylpyrrolidine-1-carboxylate